C(C)C1NCCC(C1)NC(C(COC1=NC=CC=C1C(F)(F)F)(C)C)=O N-(2-ethylpiperidin-4-yl)-2,2-dimethyl-3-((3-(trifluoromethyl)pyridin-2-yl)oxy)propanamide